4-(2-carboxyphenyl)-2-oxobut-3-enoic acid C(=O)(O)C1=C(C=CC=C1)C=CC(C(=O)O)=O